NC1=C(C=C(C=N1)NC(C(=O)N1[C@H](CC[C@@H](C1)C)C=1C=C2CCC(NC2=CC1)=O)=O)CC (6-amino-5-ethyl-3-pyridyl)-2-[(2R,5S)-5-methyl-2-(2-oxo-3,4-dihydro-1H-quinolin-6-yl)-1-piperidyl]-2-oxo-acetamide